2-Butyl-furan C(CCC)C=1OC=CC1